C(CCC)C1CCC(CC1)[Si]1=CC=CC=C1 4-n-butylcyclohexyl-Silainine